8-(tert-butylamino)-N-methoxy-N-methyl-1,7-naphthyridine-6-carboxamide C(C)(C)(C)NC=1N=C(C=C2C=CC=NC12)C(=O)N(C)OC